5-Bromo-4-isopropylpyrimidine BrC=1C(=NC=NC1)C(C)C